2-chloro-7-(3,3,4,4-tetrafluoropyrrolidin-1-yl)-5-((2-(trimethylsilyl)ethoxy)methyl)-5H-pyrrolo[3,2-d]pyrimidine Argon [Ar].ClC=1N=CC2=C(N1)C(=CN2COCC[Si](C)(C)C)N2CC(C(C2)(F)F)(F)F